N-tertiary octylacetamide C(C)(C)(CC(C)(C)C)NC(C)=O